(R)-(3-Aminopiperidin-1-yl)(2-(1-(cyclopropylmethyl)-6-(hydroxymethyl)-1H-indol-2-yl)-3,4-dihydro-5-oxa-1,2a-diazaacenaphthylen-7-yl)methanon N[C@H]1CN(CCC1)C(=O)C=1C=C2OCCN3C(=NC(C1)=C32)C=3N(C2=CC(=CC=C2C3)CO)CC3CC3